(3aR,6aS)-2-((5-chloro-2-methoxypyridin-3-yl)sulfonyl)-5-(tetrahydro-2H-pyran-4-yl)octahydropyrrolo[3,4-c]pyrrole ClC=1C=C(C(=NC1)OC)S(=O)(=O)N1C[C@@H]2CN(C[C@@H]2C1)C1CCOCC1